(2R,5S)-2-[3-(2-chlorophenyl)phenyl]-5-[(3,3-difluoropyrrolidin-1-yl)methyl]-1,4-thiazepan-3-one ClC1=C(C=CC=C1)C=1C=C(C=CC1)[C@H]1SCC[C@H](NC1=O)CN1CC(CC1)(F)F